methyl 6,7-difluoro-1-methyl-4-carbonyl-1,4-dihydroquinoline-2-carboxylate FC=1C=C2C(C=C(N(C2=CC1F)C)C(=O)OC)=C=O